F[C@H]1CNCC[C@@H]1NC1=NC(=NC=C1)C#N 4-(((3S,4S)-3-Fluoropiperidin-4-yl)amino)pyrimidine-2-carbonitrile